ClC1=CC(=C2C=C(NC2=C1F)C1N(CCN(C1)C1=NC=C(C=C1OC)F)C=O)C1CNCC1 2-(6-Chloro-7-fluoro-4-(pyrrolidin-3-yl)-1H-indol-2-yl)(4-(5-fluoro-3-methoxypyridin-2-yl)piperazin-1-yl)methanone